Diaminodiphenyl ether C1=CC(=CC=C1N)OC2=CC=C(C=C2)N